BrC=1C=CC(=C(C1)C=1N=CC2=C(N1)C(=NC=C2)N)OC 2-(5-bromo-2-methoxyphenyl)pyrido[3,4-d]pyrimidin-8-amine